C(C)OC(=O)C1N(C(C=N1)(CCCCCCC\C=C/CCCCCCCC)CCCCCCC\C=C/CCCCCCCC)CCCN1CCCC1.C(C1=CC=CC=C1)[C@@H]1N(C(OC1)=O)C(CC1=C(C(=CC=C1)Br)F)=O (S)-4-benzyl-3-(2-(3-bromo-2-fluorophenyl)acetyl)oxazolidine-2-one ethyl-5,5-di((Z)-heptadec-8-en-1-yl)-1-(3-(pyrrolidin-1-yl)propyl)-2,5-dihydro-1H-imidazole-2-carboxylate